Methyl (S)-2-((S)-2-(4-amino-3-chlorobenzamido)-3,3-dimethylbutanamido)-2-phenylacetate NC1=C(C=C(C(=O)N[C@H](C(=O)N[C@H](C(=O)OC)C2=CC=CC=C2)C(C)(C)C)C=C1)Cl